α,α-dimethyl-m-isopropenyl-benzyl-urethane CC(C1=CC(=CC=C1)C(=C)C)(C)NC(=O)OCC